(dimethyl-amino)-1-(2-(3-(fluoromethoxy)phenethyl)phenoxy)butan-2-ol CN(C)C(C(CC)O)OC1=C(C=CC=C1)CCC1=CC(=CC=C1)OCF